C(C1=CC=CC=C1)OC=1C=C(C=O)C=CC1I 3-(benzyloxy)-4-iodobenzaldehyde